BrC1(CCCC=2C3=CC=CC=C3NC12)NCC=1OC=CC1 bromo-N-(furan-2-ylmethyl)-2,3,4,9-tetrahydro-1H-carbazol-1-amine